N1C=CC2=CC=C(C=C12)NC(NC(CC(=O)O)C1=CC2=C(SCCN2CC2=CC=CC=C2)C=C1)=O 3-(3-(1H-indol-6-yl)ureido)-3-(4-benzyl-3,4-dihydro-2H-benzo[b][1,4]thiazin-6-yl)propionic acid